COC(=O)C1(O)C[C@H](O)[C@@H](NC(C)=O)[C@@H](O1)[C@H](O)[C@H](O)CO N-acetyl-D-neuraminic acid methyl ester